C(C)(C)(C)OC(=O)N1C(CCCC1)C1=CC(=CC=C1)Br.C(C)N(C=1C=C(C=CC1)C1N(CCCC1)C(=O)OC(C)(C)C)C tert-Butyl 2-[3-[ethyl(methyl)amino]phenyl]piperidine-1-carboxylate tert-Butyl-2-(3-bromophenyl)piperidine-1-carboxylate